C(CCC)NC(CCN)CC 3-butylamino-1-pentanamine